ClC1=C(C(=O)NC2=C3C=NN(C3=CC=C2)C(C)C)C=C(C=C1)CNC(COC)=O 2-Chloro-5-{[(methoxyacetyl)amino]methyl}-N-[1-(propan-2-yl)-1H-indazol-4-yl]benzamide